ClC1=CC=CC(=C1C1=CC=CC=C1)C1=CC=CC=2C3=C(OC21)C=CC=C3C3=CC=CC=C3 6-(6-chloro-[1,1'-biphenyl]-2-yl)-1-phenyldibenzo[b,d]furan